C1(CCCC1)N1CNCC=2C1=NC(=NC2)SC 1-cyclopentyl-7-(methylthio)-3,4-dihydropyrimido[4,5-d]pyrimidin